Methyl (2R,4R)-4-[6-chloro-8-[2-[(2,5-dioxopyrrolidin-1-yl)methyl]thieno[3,2-b]pyridin-7-yl]-3,4-dihydro-2H-quinolin-1-yl]-2-methyl-pyrrolidine-2-carboxylate ClC=1C=C2CCCN(C2=C(C1)C1=C2C(=NC=C1)C=C(S2)CN2C(CCC2=O)=O)[C@@H]2C[C@@](NC2)(C(=O)OC)C